4-fluoro-3-[(methoxymethyl)oxyl]-8-{[Tris(prop-2-yl)silyl]ethynyl}naphthalen-1-ol FC1=C(C=C(C2=C(C=CC=C12)C#C[Si](C(C)C)(C(C)C)C(C)C)O)OCOC